2-(1-(2-(3-(Benzyloxy)cyclobutyl)propan-2-yl)-1H-pyrazol-4-yl)-8-chloro-7-((2-methyl-1-((2-(trimethylsilyl)ethoxy)methyl)-1H-benzo[d]imidazol-6-yl)oxy)quinoxaline C(C1=CC=CC=C1)OC1CC(C1)C(C)(C)N1N=CC(=C1)C1=NC2=C(C(=CC=C2N=C1)OC=1C=CC2=C(N(C(=N2)C)COCC[Si](C)(C)C)C1)Cl